C(C1=CC=CC=C1)OC1=C(C(=O)OCC2=CC=CC=C2)C=CC(=C1)N(CC1=CC=C(C=C1)C1CCOCC1)C(=O)OC(C)(C)C benzyl 2-(benzyloxy)-4-((tert-butoxycarbonyl)(4-(tetrahydro-2H-pyran-4-yl)benzyl)amino)benzoate